4-((4-(2-(2,6-dioxopiperidin-3-yl)-1-oxoisoindolin-5-yl)piperazin-1-yl)methyl)-N-((1R,3R)-3-((5-propylpyrazolo[1,5-a]pyrimidin-7-yl)amino)cyclopentyl)benzamide O=C1NC(CCC1N1C(C2=CC=C(C=C2C1)N1CCN(CC1)CC1=CC=C(C(=O)N[C@H]2C[C@@H](CC2)NC2=CC(=NC=3N2N=CC3)CCC)C=C1)=O)=O